C(C)OC(=O)C=1NC=C(C1C)C 3,4-dimethyl-1H-pyrrole-2-carboxylic acid ethyl ester